4-amino-7-bromo-N-methyl-N-(2-(trifluoromethyl)-5,8-dihydro-6H-pyrano[3,4-B]pyridin-5-yl)imidazo[1,5-a]quinoxaline-8-carboxamide NC=1C=2N(C3=CC(=C(C=C3N1)Br)C(=O)N(C1COCC3=NC(=CC=C31)C(F)(F)F)C)C=NC2